1-[[1-[2-(2,6-dioxopiperidin-3-yl)-1,3-dioxoisoindolin-5-yl]piperidin-4-yl]methyl]piperidine-4-carbaldehyde O=C1NC(CCC1N1C(C2=CC=C(C=C2C1=O)N1CCC(CC1)CN1CCC(CC1)C=O)=O)=O